2-(2-((5-(3-(aminomethyl)phenyl)benzo[d]isothiazol-3-yl)methoxy)phenyl)acetic acid NCC=1C=C(C=CC1)C=1C=CC2=C(C(=NS2)COC2=C(C=CC=C2)CC(=O)O)C1